OCCS(=O)(=O)CC(CCCC(C(=O)OC(C)(C)C)(C)C1=CC(=CC=C1)C[C@H](C(=O)OC)C)(C)C tert-Butyl 7-((2-hydroxyethyl)sulfonyl)-2-(3-((R)-3-methoxy-2-methyl-3-oxopropyl)phenyl)-2,6,6-trimethylheptanoate